methyl 3-(naphthalen-1-ylamino)-3-oxopropanoate C1(=CC=CC2=CC=CC=C12)NC(CC(=O)OC)=O